NC=1C(=C(CNC(=O)N2CCC3(NC4=CC=C(C=C4C(C3)=O)F)CC2)C=CC1F)F N-(3-amino-2,4-difluorobenzyl)-6'-fluoro-4'-oxo-3',4'-dihydro-1'H-spiro[piperidine-4,2'-quinoline]-1-carboxamide